C(C)(C)(C)OC(=O)N[C@H](C(C(C(=O)OCC1=CC=CC=C1)(C)C)=O)C(CC)C Benzyl (4S)-4-{[(tert-butoxy)carbonyl]amino}-2,2,5-trimethyl-3-oxoheptanoate